ClC1=NN2C(C=N1)=CC=C2C#CC2=CC(=CC(=C2)F)F 2-chloro-7-((3,5-difluorophenyl)ethynyl)pyrrolo[2,1-f][1,2,4]triazine